2-(2',4'-dimethyl-[1,1'-biphenyl]-2-yl)-1-ethyl-5-(prop-1-yn-1-yl)-1H-benzo[d]imidazole CC1=C(C=CC(=C1)C)C1=C(C=CC=C1)C1=NC2=C(N1CC)C=CC(=C2)C#CC